C(C=C)(=O)OC(C(C(C(C(C(C(C(C(F)(F)F)(F)F)(F)F)(F)F)(F)F)(F)F)(F)F)(F)F)(F)F (perfluorononyl) acrylate